6-amino-5-[1-(2,6-dichloro-3-cyano-phenyl)-ethoxy]-nicotinic acid NC1=NC=C(C(=O)O)C=C1OC(C)C1=C(C(=CC=C1Cl)C#N)Cl